tert-butyl ((1-(5-(2,3-dichlorophenyl)-3-methyl-4-oxo-7-((2-(trimethylsilyl)ethoxy)methyl)-4,7-dihydro-3H-pyrrolo[2,3-d]pyrimidin-2-yl)-4-methylpiperidin-4-yl)methyl)carbamate ClC1=C(C=CC=C1Cl)C1=CN(C=2N=C(N(C(C21)=O)C)N2CCC(CC2)(C)CNC(OC(C)(C)C)=O)COCC[Si](C)(C)C